N1=NC(=CC=C1)N pyridazin-3-amine